N1C(=O)NC=2NC(=O)NC2C1=O.[Ca] calcium uric acid